OC(C)(C)C1=CC=C(C(=O)OC2=CC=CC=C2)C=C1 phenyl 4-α-hydroxyisopropylbenzoate